O1CCN(C2=C1C=CC=C2)N 3,4-dihydro-2H-1,4-benzoxazine-4-amine